(S)-2-methyl-4-(methylamino)piperidine-4-carboxylate C[C@@H]1NCCC(C1)(C(=O)[O-])NC